C(C1=CC=CC=C1)(=O)C=1[Se](C=CC1)=O benzoyl-selenophenone